C(=O)NC1=CC=C(C=C1)B(O)O 4-formylaminobenzeneboronic acid